C(CCC)SC1=C(C(OC2=CC(=C(C=C12)[N+](=O)[O-])N(CC)CC)=O)C=C(C(=O)OC(C)(C)C)C#N tert-butyl 3-(4-(butylsulfanyl)-7-(diethylamino)-6-nitro-2-oxo-2H-chromen-3-yl)-2-cyanoacrylate